IMIDAZOLCARBOXYLAT N1C(=NC=C1)C(=O)[O-]